5-bromo-3-(N-ethylcyclopropanecarboxamido)-2-methylbenzoic acid BrC=1C=C(C(=C(C(=O)O)C1)C)N(C(=O)C1CC1)CC